C(C)N(S(=O)(=O)NC=1C(=C(C=CC1)C=1N=C(SC1C1=NC(=NC=C1)NC(C)C)C1CCN(CC1)C(=O)OC(C)(C)C)F)C tert-butyl 4-[4-(3-{[ethyl(methyl)sulfamoyl]amino}-2-fluorophenyl)-5-[2-(isopropylamino)pyrimidin-4-yl]-1,3-thiazol-2-yl]piperidine-1-carboxylate